NCC1=NNC(C2=CC=C(C=C12)C=1C=NN(C1C1=C(C2=CC=CC=C2C(=C1)C#N)C#N)C)=O 2-(4-(4-(aminomethyl)-1-oxo-1,2-dihydrophthalazin-6-yl)-1-methyl-1H-pyrazol-5-yl)naphthalene-1,4-dicarbonitrile